COC=1C=CC2=C(N(C=N2)C)C1CNC(=O)C1=CSC(=C1)C(F)(F)F N-((6-methoxy-1-methyl-1H-benzimidazol-7-yl)methyl)-5-(trifluoromethyl)-thiophene-3-carboxamide